bis(2,3-epoxy cyclopentyl) ether C1(C2C(CC1)O2)OC2C1C(CC2)O1